C(C=C)(=O)OCCCCCCOC=1C=C2C=CC(=CC2=CC1)C#CC=1C=CC(=C(C(=O)OCCC)C1)OCCCCCCOC1=CC=C(C=C1)C#CC1=CC2=CC=C(C=C2C=C1)OCCCCCCOC(C=C)=O propyl 5-[2-[6-(6-prop-2-enoyloxyhexoxy)-2-naphthyl]ethynyl]-2-[6-[4-[2-[6-(6-prop-2-enoyloxyhexoxy)-2-naphthyl]ethynyl]phenoxy]hexoxy]benzoate